6-((2,6-dimethylpyrimidin-4-yl)amino)-1-(3-(hydroxymethyl)phenyl)-1,2-dihydro-3H-pyrazolo[4,3-c]pyridin-3-one CC1=NC(=CC(=N1)NC1=CC2=C(C=N1)C(NN2C2=CC(=CC=C2)CO)=O)C